ClC1=CC(=C(C=C1)O)NC[C@@H](CCl)O (S)-4-chloro-2-((3-chloro-2-hydroxypropyl)amino)phenol